para-amino-benzyl-amine NC1=CC=C(CN)C=C1